perhydroindole lithium [Li].N1CCC2CCCCC12